2-(6-((R)-3-aminopyrrolidin-1-yl)-5-fluoropyridin-2-yl)-4-(2-fluoro-6-methoxyphenyl)-2,3-dihydro-1H-pyrrolo[3,4-c]pyridin-1-one N[C@H]1CN(CC1)C1=C(C=CC(=N1)N1CC=2C(=NC=CC2C1=O)C1=C(C=CC=C1OC)F)F